NC1=NC=C(C=C1C1=NC=C(C=C1)C(N(C)C)=O)C1=C2C(=NC=C1)NC(=C2)C(=O)N(C)C 4-(2'-amino-5-(dimethylcarbamoyl)-[2,3'-bipyridyl]-5'-yl)-N,N-dimethyl-1H-pyrrolo[2,3-b]pyridine-2-carboxamide